4-benzenesulfonyl-2,5-bis(trifluoromethyl)oxazole C1(=CC=CC=C1)S(=O)(=O)C=1N=C(OC1C(F)(F)F)C(F)(F)F